Benzyl 2,4-bis(benzyloxy)benzoate C(C1=CC=CC=C1)OC1=C(C(=O)OCC2=CC=CC=C2)C=CC(=C1)OCC1=CC=CC=C1